(7-{[2-(4-chlorophenyl)imidazo[1,2-a]pyridin-3-yl]methyl}-3-oxa-7,9-diazabicyclo[3.3.1]non-9-yl)(3-fluoro-6-methoxypyridin-2-yl)methanone ClC1=CC=C(C=C1)C=1N=C2N(C=CC=C2)C1CN1CC2COCC(C1)N2C(=O)C2=NC(=CC=C2F)OC